C12CN(CC(CC1)N2)C=2C1=C(N=C(N2)OCC2(CCNCC2)C)C(N(CC1)C1=CC(=CC2=CC=CC(=C12)Br)O)=O 4-(3,8-Diazabicyclo[3.2.1]octan-3-yl)-7-(8-bromo-3-hydroxynaphthalen-1-yl)-2-((4-methyl-piperidin-4-yl)methoxy)-6,7-dihydropyrido[3,4-d]pyrimidin-8(5H)-one